C(C)OC(CN1N=CC=C1C(=O)OC(C)(C)C)=O tert-butyl 1-(2-ethoxy-2-oxoethyl)-1H-pyrazole-5-carboxylate